2-(N-(cyclohexylmethyl)-N-methylamino)ethanol ethyl-5-(3,4,5-trifluorobenzyl)-4H-1,2,4-triazole-3-carboxylate C(C)N1C(=NN=C1CC1=CC(=C(C(=C1)F)F)F)C(=O)OCCN(C)CC1CCCCC1